5-chloro-2-fluoro-N-[4-(4-{[1-(2-hydroxyethyl)piperidin-4-yl]oxy}-3-methyl-1H-pyrazolo[3,4-d]pyrimidin-6-yl)phenyl]benzenesulfonamide ClC=1C=CC(=C(C1)S(=O)(=O)NC1=CC=C(C=C1)C1=NC(=C2C(=N1)NN=C2C)OC2CCN(CC2)CCO)F